ClC1=CC(=C(CN2C(NC(C3=C2C=CN3)=O)=S)C=C1)C1NCCC1 1-(4-Chloro-2-(pyrrolidin-2-yl)benzyl)-2-thioxo-1,2,3,5-tetrahydro-4H-pyrrolo[3,2-d]pyrimidin-4-one